3-[(4-methylpiperazin-1-yl)methyl]-5-(trifluoromethyl)aniline sodium [Na].CN1CCN(CC1)CC=1C=C(N)C=C(C1)C(F)(F)F